bromofluoroazole BrC1=C(NC=C1)F